NC[C@@H](CN[C@@H](CNCCO)[C@H](C)O)NC[C@@H](NC[C@@H](N(C[C@@H](CCC1C2CCC(C1)CC2)C)C)CCC)C2CCCCCC2 (6S,9S,12S,15S,18R,19R)-9-(aminomethyl)-19-(bicyclo[2.2.2]oct-2-ylmethyl)-12-cycloheptyl-6-((S)-1-hydroxyethyl)-16,18-dimethyl-15-propyl-1-oxa-4,7,10,13,16-penta-azanonadecan